4-(6-fluoro-2,2-dioxido-3,4-dihydrobenzo[e][1,2,3]oxathiazin-8-yl)benzamide FC=1C=C(C2=C(CNS(O2)(=O)=O)C1)C1=CC=C(C(=O)N)C=C1